henicosafluoroicosane FC(C(C(C(C(C(C(C(C(C(F)(F)F)(F)F)(F)F)(F)F)(F)F)(F)F)(F)F)(F)F)(F)F)(CCCCCCCCCC)F